4-(6,7-dichloro-2,2-dioxido-3-(piperidin-3-ylmethyl)-1,3,4,9-tetrahydro-[1,2,6]thiadiazino[4,3-g]indol-8-yl)butanamide ClC=1C=2C(=C(NC2C2=C(C1)CN(S(N2)(=O)=O)CC2CNCCC2)CCCC(=O)N)Cl